(3-trimethoxysilylpropoxy)aniline CO[Si](CCCONC1=CC=CC=C1)(OC)OC